1-(4-((6-(4-chlorophenyl)-2-(pyridin-3-yl)pyrimidin-4-yl)amino)piperidin-1-yl)ethan-1-one ClC1=CC=C(C=C1)C1=CC(=NC(=N1)C=1C=NC=CC1)NC1CCN(CC1)C(C)=O